1-((3-(1H-pyrrolo[2,3-b]pyridin-4-yl)-1H-indol-5-yl)ethynyl)cyclohexan-1-ol N1C=CC=2C1=NC=CC2C2=CNC1=CC=C(C=C21)C#CC2(CCCCC2)O